CC(C)(OC1=NC(=NC(=C1C(F)(F)F)OC(C)(C)C)C=1C=NC=CC1)C 4,6-bis(1,1-dimethylethoxy)-2-(3-pyridyl)-5-trifluoromethylpyrimidine